4-(difluoromethyl)-2-methoxy-6-(non-1-yn-1-yl)pyridine FC(C1=CC(=NC(=C1)C#CCCCCCCC)OC)F